C(=O)(OC(C)(C)C)N1CC(CCC1)CCO 1-N-boc-piperidin-3-ethanol